ClC=1C=C2C(OCC3=CC=C(C=C3C3=CC(=C(C(NS(C(C1O)=C2)(=O)=O)=C3)OC)C)F)=O 13-chloro-4-fluoro-14-hydroxy-19-methoxy-20-methyl-16,16-dioxo-9-oxa-16λ6-thia-17-azatetracyclo[16.3.1.111,15.02,7]tricosa-1(21),2,4,6,11,13,15(23),18(22),19-nonaen-10-one